COC(=O)N[C@H](C(=O)O)C(C)(C)C (S)-2-((methoxycarbonyl)amino)-3,3-dimethylbutanoic acid